N1=CN=C(C=2CC(=C3C(C12)=CC=C3)N)N cyclopenta[h]quinazoline-4,6-diamine